1-((1R,5S,6S)-7,7-dimethyl-6-((6-(1-methyl-1H-pyrazol-4-yl)pyrazolo[1,5-a]pyrazin-4-yl)oxy)-2-azabicyclo[3.2.0]heptan-2-yl)prop-2-en-1-one CC1([C@H]([C@H]2CCN([C@@H]12)C(C=C)=O)OC=1C=2N(C=C(N1)C=1C=NN(C1)C)N=CC2)C